CS(=O)(C)=NC=1C=CC(=NC1)N1N=C(N=C1[C@H](C)NC(C1=CC(=CC(=C1)OC(F)(F)F)C)=O)C (S)-N-(1-(1-(5-((dimethyl(oxo)-λ6-sulfaneylidene)amino)pyridin-2-yl)-3-methyl-1H-1,2,4-triazol-5-yl)ethyl)-3-methyl-5-(trifluoromethoxy)benzamide